ethyl (6-hydroxy-5'-methyl-2'-(prop-1-en-2-yl)-4-propyl-1',2',3',4'-tetrahydro-[1,1'-biphenyl]-2-yl) methylphosphonate CP(OCC)(OC1=C(C(=CC(=C1)CCC)O)C1C(CCC(=C1)C)C(=C)C)=O